OC(C)(C)C=1C=CC(=C(C1)C=1C2=C(C(N(C1)C)=O)N(C=C2)S(=O)(=O)C2=CC=C(C=C2)C)OC2C1CC(C(C2)C1)OC1CCNCC1 4-[5-(1-hydroxy-1-methyl-ethyl)-2-[5-(4-piperidyloxy)norbornan-2-yl]oxy-phenyl]-6-methyl-1-(p-tolylsulfonyl)pyrrolo[2,3-c]pyridine-7-one